CN(C1CCN(CC1)CC1=CC=C(C=C1)C=1C=CC2=C(N(C(=N2)C=2C=C(C=CC2)NS(=O)(=O)C)C)C1)C N-(3-(6-(4-((4-(Dimethylamino)piperidin-1-yl)methyl)phenyl)-1-methyl-1H-benzo[d]imidazol-2-yl)phenyl)methansulfonamid